ClC1=C(C#N)C=CC(=C1)N1CC2(C[C@@H]1C)CCN(CC2)C2=NC=C(C=C2)C=O (S)-2-chloro-4-(8-(5-formylpyridin-2-yl)-3-methyl-2,8-diazaspiro[4.5]decan-2-yl)benzonitrile